3-amino-4,4,4-trifluorobutanoic acid ethyl ester C(C)OC(CC(C(F)(F)F)N)=O